BrC1=CC=C(C=N1)C(=O)NC1=C(C=C(C=C1)F)S(=O)(=O)C 6-bromo-N-(4-fluoro-2-methanesulfonylphenyl)pyridine-3-carboxamide